FC1=CC=C(C=C1)CN(C(=O)NCC1=CC=C(C=C1)OCC(F)(F)F)C[C@@H]1CN(CC1)C (S)-1-(4-fluorophenylmethyl)-1-((1-methylpyrrolidin-3-yl)methyl)-3-(4-(2,2,2-trifluoroethoxy)benzyl)urea